COC1=C(C=C(C(=C1)\C=C\C)OC)OC (E)-1,2,4-trimethoxy-5-(prop-1-en-1-yl)benzene